1,1-difluoro-2-oxopropane-1-sulfonyl fluoride FC(C(C)=O)(S(=O)(=O)F)F